O1CCC2=C1C=CC(=C2)C(C)NC(=O)C2C(C2)C2=CC=C(C=C2)F 2-(4-fluoro-phenyl)-cyclopropanecarboxylic acid [1-(2,3-dihydro-benzofuran-5-yl)-ethyl]-amide